3-(difluoromethyl)-N-[5-[3-(3,3-dimethylbutoxy)phenyl]-4-(2,6-dimethylphenyl)-1,3-thiazol-2-yl]benzenesulfonamide FC(C=1C=C(C=CC1)S(=O)(=O)NC=1SC(=C(N1)C1=C(C=CC=C1C)C)C1=CC(=CC=C1)OCCC(C)(C)C)F